4-(5-chloro-2-thienyl)-2-nitro-aniline ClC1=CC=C(S1)C1=CC(=C(N)C=C1)[N+](=O)[O-]